3-bromo-8-methylimidazo[1,2-f]phenanthridine-2-carbaldehyde BrC1=C(N=C2N1C=1C=CC=C(C1C=1C=CC=CC21)C)C=O